[Cl-].C(CCCCCCC)[S+](CCCCCCCC)CCCCCCCC trioctylsulfonium chloride salt